trans-4-(6-chloro-3-methyl-1H-pyrazolo[3,4-d]pyrimidin-1-yl)cyclohexan-1-ol ClC1=NC=C2C(=N1)N(N=C2C)[C@@H]2CC[C@H](CC2)O